1-hexadecyl-2-heptadecanoyl-glycero-3-phosphoserine C(CCCCCCCCCCCCCCC)OCC(OC(CCCCCCCCCCCCCCCC)=O)COP(=O)(O)OC[C@H](N)C(=O)O